2-(1-(tert-butyl)-5-(furan-2-yl)-1H-pyrazol-3-yl)-5-chlorobenzo[d]oxazole C(C)(C)(C)N1N=C(C=C1C=1OC=CC1)C=1OC2=C(N1)C=C(C=C2)Cl